[C@H]12COC[C@H](CC1)N2C2=NC(=NC(=N2)N2[C@@H](CC[C@@H]2CO)CO)C2=CC=C(C=C2)NC(=O)NC=2C=C1COC(C1=CC2)=O 1-(4-(4-((1r,5s)-3-oxa-8-azabicyclo[3.2.1]oct-8-yl)-6-((2s,5r)-2,5-bis(hydroxymethyl)pyrrolidin-1-yl)-1,3,5-triazin-2-yl)phenyl)-3-(1-oxo-1,3-dihydroisobenzofuran-5-yl)urea